BrCCP(OCC)(OCC)=O diethyl 2-bromoethylphosphonate